3-[4-(5-chloro-3-methylsulfonyl-phenyl)-2-pyridinyl]Azetidine-1-carboxylic acid tert-butyl ester C(C)(C)(C)OC(=O)N1CC(C1)C1=NC=CC(=C1)C1=CC(=CC(=C1)Cl)S(=O)(=O)C